C(#N)/C(/C(=O)O)=C\C=C\C (2E,4E)-2-CYANO-2,4-HEXADIENOIC ACID